CC=1C=C(C=CC1OCCCCCC)[N+](=O)[O-] 3-methyl-4-(hexyloxy)nitrobenzene